FC1=CC=2N(C=C1)C(=CN2)C2=C1CNC(C1=C(C=C2)NC2=NC(=C(C=C2)[C@@H]2COCC2)CN2C[C@@H](CC2)O)=O 4-(7-fluoroimidazo[1,2-a]pyridin-3-yl)-7-((6-(((R)-3-hydroxypyrrolidin-1-yl)methyl)-5-((R)-tetrahydrofuran-3-yl)pyridin-2-yl)amino)isoindolin-1-one